ClC=1C(=C(NC2=C(NC3=C2C(NCC3)=O)C3=C(C=NC=C3)O[C@H](C)C3OCCOC3)C=CC1)OC 3-(3-chloro-2-methoxyanilino)-2-{3-[(1R)-1-(1,4-dioxan-2-yl)ethoxy]pyridin-4-yl}-1,5,6,7-tetrahydro-4H-pyrrolo[3,2-c]pyridin-4-one